C12CN(CC(NC1)C2)C(=O)OC(C)(C)C rac-tert-butyl 3,6-diazabicyclo[3.2.1]octane-3-carboxylate